1,3,5-tribromophenol BrC1(CC(=CC(=C1)Br)Br)O